3,5-Difluoro-4-[[5-[3-(pentafluoro-lambda6-sulfanyl)phenyl]tetrazol-2-yl]methyl]-benzol FC=1C=CC=C(C1CN1N=C(N=N1)C1=CC(=CC=C1)S(F)(F)(F)(F)F)F